13-carbonyl-docosane C(=O)=C(CCCCCCCCCCCC)CCCCCCCCC